C(=O)O.ClC=1C(=NC(=NC1)NC=1C=C2CCN(CC2=CC1)CCOC)NC1=C(C=CC=C1)S(=O)(=O)N(C)C 2-((5-chloro-2-((2-(2-methoxyethyl)-1,2,3,4-tetrahydroisoquinolin-6-yl)amino)pyrimidin-4-yl)amino)-N,N-dimethylbenzenesulfonamide formate